N=1C=NN2C1C=CC(=C2)C(=O)NN [1,2,4]triazolo[1,5-a]pyridine-6-carbohydrazide